ClC1=CC=C(C=C1)N1CCN(CC1)C1=C(C=C(C=C1)CC(=O)OCC)F Ethyl 2-(4-(4-(4-chlorophenyl)piperazin-1-yl)-3-fluorophenyl)acetate